C(C)N1C=C(C=CC1=O)C1CN(CCC1(F)F)[C@H](C(=O)NC1=NC=C(C=C1)F)C (2S)-2-(3-(1-ethyl-6-oxo-1,6-dihydropyridin-3-yl)-4,4-difluoropiperidin-1-yl)-N-(5-fluoropyridin-2-yl)propionamide